dimethyl-cubane-1,4-dicarboxylic acid CC12C3(C4(C5C3C1(C5C42)C(=O)O)C(=O)O)C